FC=1C(=NC=CC1)C1(CCC1)CNC1=NC=C(C=N1)C1=CC(=NC=C1)C(=O)N 4-[2-({[(3-fluoro-2-pyridyl)cyclobutyl]methyl}amino)pyrimidin-5-yl]pyridine-2-carboxamide